1,6-bis(p-toluoyl-peroxycarbonyloxy)hexane C1(=CC=C(C=C1)C(=O)OOC(=O)OCCCCCCOC(=O)OOC(=O)C1=CC=C(C=C1)C)C